N[C@H]1CN(CCC1)[C@@H]1[C@H](C2=CC(=CC(=C2C1)Cl)Cl)OC1=CC=C(C=C1)S(=O)(=O)N 4-((1S,2S)-2-[(3R)-3-aminopiperidin-1-yl]-4,6-dichloro-2,3-dihydro-1H-inden-1-yloxy)phenyl-sulfonamide